S-allyl-cystine C(C=C)[S+](C[C@@H](C(=O)O)N)SC[C@@H](C(=O)O)N